NCCC(=O)OOC(CCN)=O di-(3-amino Propioyl) peroxide